N(=[N+]=[N-])CCCN1CCN(CC1)CCCSC1=C2CNC(C2=CC=C1)=O 4-((3-(4-(3-azidopropyl)piperazin-1-yl)propyl)thio)-1-oxoisoindolin